CC1=CC=C(C=C1)S(=O)(=O)OCCC(COCC1=CC=C(C=C1)OC)OS(=O)(=O)C1=CC=C(C=C1)C 4-[(4-methoxyphenyl)methoxy]butane-1,3-diyl bis(4-methylbenzene-1-sulfonate)